O1C=C(C2=C1C=CC=C2)CN2CCC1(C(CN(C1)CCC1=CC=CC=C1)C(=O)OC)CC2 Methyl 8-(benzofuran-3-ylmethyl)-2-phenethyl-2,8-diazaspiro[4.5]decane-4-carboxylate